C(C)(C)(C)OC(=O)N1CCC2(CN(C3=C2C=NC(=C3)NC(C)=O)C3=NC(=CC=C3)C(C)(F)F)CC1 6'-Acetamido-1'-(6-(1,1-difluoroethyl)pyridin-2-yl)-1',2'-dihydrospiro[piperidine-4,3'-pyrrolo[3,2-c]pyridine]-1-carboxylic acid tert-butyl ester